FC1([C@H](C=2C(=CN(C2CC1)C1=CC(=C(C=C1)F)C(F)(F)F)S(=O)(=O)CC#N)O)F (S)-2-((5,5-difluoro-1-(4-fluoro-3-(trifluoromethyl)phenyl)-4-hydroxyl-4,5,6,7-tetrahydro-1H-indol-3-yl)sulfonyl)acetonitrile